IC1=CC2=C(N(C1=O)C)C(=CN2S(=O)(=O)C2=CC=C(C=C2)C)C2=CC(=CC(=C2)OC2=CC=C(C=C2)C(F)(F)F)C 6-iodo-4-methyl-3-{3-methyl-5-[4-(trifluoromethyl)phenoxy]phenyl}-1-(4-methylbenzenesulfonyl)-1H,4H,5H-pyrrolo[3,2-b]pyridine-5-one